[Si]([O-])([O-])([O-])[O-].[NH4+].[NH4+].[NH4+].[NH4+] ammonium silicate salt